2-butenoyl ethoxy phthalate C(C=1C(C(=O)OC(C=CC)=O)=CC=CC1)(=O)OOCC